{[1,1-binaphthalene]-2,2'-diylbis(oxy-4,1-phenylene)}dimethanol C1(=C(C=CC2=CC=CC=C12)OC1=CC=C(C=C1)CO)C1=C(C=CC2=CC=CC=C12)OC1=CC=C(C=C1)CO